N,N-dimethylaminobenzyl-4-benzyloleate CN(C)C(C(=O)[O-])(CC(CCCC\C=C/CCCCCCCC)CC1=CC=CC=C1)CC1=CC=CC=C1